1,6-hexanediol bis(thioglycolate) C(CS)(=O)OCCCCCCOC(CS)=O